C[Si](N[Si](C=C)(C)C)(C=C)C 1,1,3,3-tetramethyl-1,3-divinyldisilazane